[Si](C)(C)(C(C)(C)C)OC1(CC(C1)N1C=C(C2=C1N=NC(=C2)Cl)O)C 7-((1s,3s)-3-{[tert-butyl(dimethyl)silyl]oxy}-3-methylcyclobutyl)-3-chloro-7H-pyrrolo[2,3-c]pyridazin-5-ol